tert-butyl (2-azabicyclo[2.2.1]heptan-5-yl)carbamate C12NCC(C(C1)NC(OC(C)(C)C)=O)C2